P(=O)(OCC1=CC=CC=C1)(OCC1=CC=CC=C1)OC[C@H]1N(CCOC1)C(=O)Cl (S)-dibenzyl ((4-(chlorocarbonyl)morpholin-3-yl)methyl) phosphate